p-Tert-Butyl-Ethylbenzene C(C)(C)(C)C1=CC=C(C=C1)CC